2-((6-(difluoromethyl)-2-methylpyridin-3-yl)sulfonyl)-2,6-diazaspiro[3.3]heptane FC(C1=CC=C(C(=N1)C)S(=O)(=O)N1CC2(C1)CNC2)F